BrC1=CC(=C(C(=C1)OC)C1=CC=C(C=C1)C(=O)C1=CC=C(S1)C(=O)O)OC L-5-(4'-bromo-2',6'-dimethoxy-[1,1'-biphenyl]-4-carbonyl)thiophene-2-carboxylic acid